(2R,3R,4R,5R)-2-(5-fluoro-4-octanamido-2-oxopyrimidin-1(2H)-yl)-5-methyltetrahydrofuran-3,4-diyl diacetate C(C)(=O)O[C@H]1[C@@H](O[C@@H]([C@H]1OC(C)=O)C)N1C(N=C(C(=C1)F)NC(CCCCCCC)=O)=O